N1N=CC=C1C(=O)N 1H-pyrazol-5-carboxamid